(4-chlorobenzyl)-N-methyl-2,3,4,9-tetrahydro-1H-carbazol-1-amine ClC1=CC=C(CC2(CCCC=3C4=CC=CC=C4NC23)NC)C=C1